C(C)(C)(C)OC(=O)N1C(CCC1)C=1N=NN(C1)C1=C(C=CC(=C1)N)OC 2-[1-(5-amino-2-methoxyphenyl)-1H-1,2,3-triazol-4-yl]pyrrolidine-1-carboxylic acid tert-butyl ester